(S,2R)-N'-(((R)-2,8-difluoro-1,2,3,5,6,7-hexahydro-s-indacen-4-yl)carbamoyl)-2-methyl-2,3-dihydropyrazolo[5,1-b]oxazole-7-sulfonimidamide F[C@H]1CC2=C(C=3CCCC3C(=C2C1)NC(=O)N=[S@@](=O)(N)C=1C=NN2C1O[C@@H](C2)C)F